2-(benzoylamino)-N-(3,4-methylenedioxyphenyl)-1,3-selenazol-5-carboxamide C(C1=CC=CC=C1)(=O)NC=1[Se]C(=CN1)C(=O)NC1=CC2=C(C=C1)OCO2